C(C)OC(=O)C1(CC(=NO1)C1=C(C=C(C(=C1)N)Cl)Cl)C 3-(5-Amino-2,4-dichloro-phenyl)-5-methyl-4H-isoxazole-5-carboxylic acid ethyl ester